Octanedioyl-CoA CC(C)(COP(=O)(O)OP(=O)(O)OC[C@@H]1[C@H]([C@H]([C@@H](O1)N2C=NC3=C(N=CN=C32)N)O)OP(=O)(O)O)[C@H](C(=O)NCCC(=O)NCCSC(=O)CCCCCCC(=O)O)O